OCC1OC(CC1)CO 2,5-bis(hydroxy-methyl)tetrahydrofuran